2-(6-bromopyridin-3-yl)oxazole BrC1=CC=C(C=N1)C=1OC=CN1